C1(=CC=CC=C1)[Se]C1C(CCCC1)OC(CCC1=CC=CC=C1)=O.CC1(OB(OC1(C)C)C=1C=NN(C1)CC1=NC=CC=C1)C 2-((4-(4,4,5,5-tetramethyl-1,3,2-dioxaborolan-2-yl)-1H-pyrazol-1-yl)methyl)pyridine 2-(phenylselanyl)cyclohexyl-3-phenylpropanoate